C(C)(C)(C)C1=C(C=CC=C1)NC(C(=O)N[C@H](C(=O)N[C@@H](CCC(=O)OCC1=CC=CC=C1)C(COC1=C(C(=CC(=C1F)F)F)F)=O)C)=O Benzyl (S)-4-((S)-2-(2-((2-(tert-butyl)phenyl)amino)-2-oxoacetamido) propanamido)-5-oxo-6-(2,3,5,6-tetrafluorophenoxy)hexanoate